C1(CCCC1)[C@H]1[C@@H](CN(C1)CC=1C=C2C=CC(=NC2=C(C1)F)C1CCOCC1)OC=1C=C2CN(C(C2=CC1)=O)[C@@H]1C(NC(CC1)=O)=O |o1:5,6| (S)-3-(5-(((3S*,4R*)-4-Cyclopentyl-1-((8-fluoro-2-(tetrahydro-2H-pyran-4-yl)-quinolin-6-yl)methyl)pyrrolidin-3-yl)oxy)-1-oxoisoindolin-2-yl)piperidine-2,6-dione